(4-methoxybenzyl) (phenyl) thioether C1(=CC=CC=C1)SCC1=CC=C(C=C1)OC